O=C(C(=O)OCCCCCC(=O)OCCCCCCCCC)CCC(=O)OCCCCCC(=O)OCCCCCCCCC Bis(6-(nonyloxy)-6-oxohexyl) 2-oxopentanedioate